(2s,3s,4r)-2,3,4,5-tetrahydroxyvaleraldehyde O[C@H](C=O)[C@H]([C@@H](CO)O)O